5-Azido-3-fluoro-2-(1-methylcyclohexyl)pyridine N(=[N+]=[N-])C=1C=C(C(=NC1)C1(CCCCC1)C)F